CC1=CC=CC(=N1)C1=NNC=C1C=1N=C2C=C(C=NC2=CC1)C#N 6-[3-(6-methyl-2-pyridyl)-1H-pyrazol-4-yl]-1,5-naphthyridine-3-carbonitrile